[N+](=O)([O-])C1=CC=C(CCNC(=O)C2NC(CC2)=O)C=C1 N-(4-nitrophenethyl)-5-oxopyrrolidine-2-carboxamide